5-(bromomethyl)-6-chloro-2-methyl-benzotriazole BrCC1=CC=2C(=NN(N2)C)C=C1Cl